(1S,2R,4S)-2-(hydroxymethyl)-4-isopropyl-2-(methoxymethyl)quinuclidin-3-one 3-(ethylsulfonamido)pyrrolidine-1-carboxylate C(C)S(=O)(=O)NC1CN(CC1)C(=O)O.OC[C@@]1(N2CCC(C1=O)(CC2)C(C)C)COC